OP(O)OP(O)O.C(C)(C)(CC)C(C(C(O)(C1=CC=CC=C1)C1=CC=C(C=C1)C)(CO)CO)O tert-amyl-4-methylphenyl-phenyl-pentaerythritol diphosphite